C(CCC)OCCOCCOC=C(C)C1=CC=C(C#N)C=C1 4-(1-(2-(2-butoxyethoxy)ethoxy)prop-1-en-2-yl)benzonitrile